[NH4+].S(=O)(=O)(O)CCCC=CN1CC=CC=C1 N-3-sulfopropylvinylpyridine ammonium